C(C)(C)(C)OC(=O)NC1=NC=CC(=C1F)CN1C(OC2=C(C=CC(=C2)OC=2N=NC=CN2)C12CCC2)=O 3-(3-{[2-(tert-butoxycarbonylamino)-3-fluoro-4-pyridyl]methyl}-2-oxo-2H,3H-spiro[1,3-benzoxazine-4,1'-cyclobutan]-7-yloxy)-1,2,4-triazine